C(C)N(CCCNC1=C(C(=O)NC2=CC(=CC=C2)OC)C=CC=N1)CC 2-(3-Diethylamino-propylamino)-N-(3-methoxy-phenyl)-nicotinamide